SCC(CSCCS)SC(CSCCS)CS 5,7-bis(mercaptomethyl)-3,6,9-trithiaundecane-1,11-dithiol